1-[4-(chloromethyl)phenoxy]-3,3-dimethyl-butan-2-one ClCC1=CC=C(OCC(C(C)(C)C)=O)C=C1